1-(4-(4-amino-7-cyclopropyl-7H-pyrrolo[2,3-d]pyrimidin-5-yl)-2-fluorophenyl)-3-(5-(tert-butyl)-1,3,4-oxadiazol-2-yl)urea NC=1C2=C(N=CN1)N(C=C2C2=CC(=C(C=C2)NC(=O)NC=2OC(=NN2)C(C)(C)C)F)C2CC2